4-(2-(((1-(((1,1,1,3,3,3-Hexafluoropropan-2-yl)oxy)carbonyl)-4-methylpiperidin-4-yl)(methyl)amino)methyl)-5-(trifluoromethyl)phenyl)morpholine-2-carboxylic acid FC(C(C(F)(F)F)OC(=O)N1CCC(CC1)(C)N(C)CC1=C(C=C(C=C1)C(F)(F)F)N1CC(OCC1)C(=O)O)(F)F